2-(Methyl(dodecyl)amino)ethan-1-ol CN(CCO)CCCCCCCCCCCC